COC(=O)C1(CCCC1)NC(CC(=O)OC)=O (3-methoxy-3-oxopropanamido)cyclopentane-1-carboxylic acid methyl ester